1-Benzyl-5-[1-(2,3-dimethylphenyl)ethyl]-1H-imidazole C(C1=CC=CC=C1)N1C=NC=C1C(C)C1=C(C(=CC=C1)C)C